B([O-])(O)O.IC1=C(C(C(=O)O)=CC=C1)OCl.[Na+] Sodium Iodochlorosalicylate Borate